(1R,2S,4S,5S,6S)-N-(1-((3-cyclopropylpyridin-2-yl)oxy)-2-methylpropan-2-yl)-2,4-dimethyl-3-azabicyclo[3.1.0]hexane-6-carboxamide C1(CC1)C=1C(=NC=CC1)OCC(C)(C)NC(=O)C1[C@H]2[C@@H](N[C@H]([C@@H]12)C)C